C(C)OC1N(C2=CC=CC=C2C=C1)C(=O)OCC Ethyl 2-ethoxy-1,2-dihydroquinoline-1-carboxylate